C[C@H]1O[C@H](CC(C1)O)C (2R,4r,6S)-2,6-dimethyltetrahydro-2H-pyran-4-ol